4,5,6,7-tetrachloro-3-[4-(dimethylamino)-2-tolyl]-3-(1-ethyl-2-methyl-1H-indol-3-yl)-1(3H)-isobenzofuranone ClC1=C2C(OC(C2=C(C(=C1Cl)Cl)Cl)=O)(C1=C(N(C2=CC=CC=C12)CC)C)C1=C(C=CC(=C1)N(C)C)C